butyldimethyl(3-(4-(methylthio)phenyl)propoxy)silane C(CCC)[Si](OCCCC1=CC=C(C=C1)SC)(C)C